N-(2-(methylthio)-4-(heptafluoroisopropyl)phenyl)benzamide CSC1=C(C=CC(=C1)C(C(F)(F)F)(C(F)(F)F)F)NC(C1=CC=CC=C1)=O